NC=1SC2=C(N1)C=C(C=C2)C2=NOC(=N2)C=2C=CC(=C(C#N)C2)NC(C)C 5-(3-(2-aminobenzo[d]thiazol-5-yl)-1,2,4-oxadiazol-5-yl)-2-(isopropylamino)benzonitrile